ClCC1=NC(=NO1)CS(=O)(=O)C1=NC=CC=C1 5-chloromethyl-3-[(2-pyridinesulfonyl)methyl]-1,2,4-oxadiazole